CNC(C1=CC=C(C=C1)OC1CCN(CC1)C1CCN(CC1)C(C1=CC(=CC=C1)S(=O)(=O)C)=O)=O N-methyl-4-(1'-(3-(methylsulfonyl)benzoyl)-1,4'-bipiperidin-4-yloxy)benzamide